2-(4,4-difluoro-3-methylpiperidin-1-yl)-6-methyl-N-(2-sulfamoylpyridin-4-yl)quinoline-3-carboxamide FC1(C(CN(CC1)C1=NC2=CC=C(C=C2C=C1C(=O)NC1=CC(=NC=C1)S(N)(=O)=O)C)C)F